COC=1C(=NC=CC1)C1=CC=C(C=C1)C1=CNC2=NC=C(C=C21)C=2C=CC1=C(CC[C@H](CC1)N1C3COCC1C3)C2 6-[(7S)-2-{3-[4-(3-Methoxypyridin-2-yl)phenyl]-1H-pyrrolo[2,3-b]pyridin-5-yl}-6,7,8,9-tetrahydro-5H-benzo[7]annulen-7-yl]-3-oxa-6-azabicyclo[3.1.1]heptane